ClC1=C(C=C(C=C1)F)C1N(S(C2=C1C(=CC=C2)[N+](=O)[O-])=O)CC2=CC=C(C=C2)OC (2-chloro-5-fluorophenyl)-2-(4-methoxybenzyl)-4-nitro-2,3-dihydrobenzo[d]isothiazole 1-oxide